BrC=1SC(=CN1)CNS(=O)C(C)(C)C N-((2-bromothiazol-5-yl)methyl)-2-methylpropane-2-sulfinamide